BrC1=CC=C2C(=NC(=NC2=C1F)OCC1(CC1)CNC)N1CCCCC1 1-(1-(((7-bromo-8-fluoro-4-(piperidin-1-yl)quinazolin-2-yl)oxy)methyl)cyclopropyl)-N,N-dimethylamine